CN1C(C=2N=CN([C@H]3[C@H](O)[C@H](O)[C@@H](COP(=O)(O)O)O3)C2N=C1)=O 1-methyl-inosinic acid